ClC1=CC2=C(N=C(S2)NC2=NN3C(C=CC=C3OC=3C=C(C=CC3)NC(C=C)=O)=N2)C=C1 N-(3-(2-(6-chlorobenzo[d]thiazol-2-ylamino)-[1,2,4]triazolo[1,5-a]pyridin-5-yloxy)phenyl)acrylamide